Cl.N1CC(C1)N1CC=2C=CC(=NC2CC1)OCC=1C(=NOC1C)C1=CC=C(C=C1)F 4-(((6-(azetidin-3-yl)-5,6,7,8-tetrahydro-1,6-naphthyridin-2-yl)oxy)methyl)-3-(4-fluorophenyl)-5-methylisoxazole hydrochloride